2-doDecyl-imidazole C(CCCCCCCCCCC)C=1NC=CN1